C(N)(OC1=C(C=C2CCN(C(C2=C1)(CCC1=CNC2=CC=C(C=C12)OC)CC=C)C(=O)N1CCOCC1)OC)=O Allyl(6-methoxy-1-(2-(5-methoxy-1H-indol-3-yl)ethyl)-2-(morpholin-4-carbonyl)-1,2,3,4-tetrahydroisoquinolin-7-yl) carbamate